N-(3-(3,5-dimethoxyphenyl)-7-(pentylamino)-1,8-naphthyridin-2-yl)-3,3-dimethylbutanamide COC=1C=C(C=C(C1)OC)C=1C(=NC2=NC(=CC=C2C1)NCCCCC)NC(CC(C)(C)C)=O